2-[bis[2-(tert-Butoxycarbonylamino)ethyl]amino]acetic acid C(C)(C)(C)OC(=O)NCCN(CC(=O)O)CCNC(=O)OC(C)(C)C